O=S1(N(CC(N1)=O)C1=C(C=C(C=C1O)NC(=O)N1CC2=CC=CC=C2C[C@H]1CN1CCOCC1)F)=O (3S)-N-[4-(1,1-dioxido-4-oxo-1,2,5-thiadiazolidin-2-yl)-3-fluoro-5-hydroxyphenyl]-3-(morpholin-4-ylmethyl)-3,4-dihydroisoquinoline-2(1H)-carboxamide